4-(bis((9Z,12Z,15Z)-2-hydroxyoctadeca-9,12,15-trien-1-yl)amino)butanoic acid OC(CN(CCCC(=O)O)CC(CCCCCC\C=C/C\C=C/C\C=C/CC)O)CCCCCC\C=C/C\C=C/C\C=C/CC